ClC=1C=C(C=CC1)N1N=CC(=C1)[C@@H](C(=O)NC1=CC(=NN1)[C@@H]1[C@H](C1)F)C (S)-2-(1-(3-chlorophenyl)-1H-pyrazol-4-yl)-N-(3-((1R,2S)-2-fluorocyclopropyl)-1H-pyrazol-5-yl)propanamide